(2R,3S)-3-(4-ethyl-1H-pyrazol-3-yl)-2-((((CIS)-4-phenylcyclohexyl)oxy)methyl)piperidine C(C)C=1C(=NNC1)[C@@H]1[C@@H](NCCC1)CO[C@@H]1CC[C@@H](CC1)C1=CC=CC=C1